C1=NC=CC2=C(C=CC=C12)CC=O 2-(ISOQUINOLIN-5-YL)ACETALDEHYDE